methyl (1r,2S,5S)-3-((S)-3,3-dimethyl-2-((4-methylthiazol-2-yl) amino) butanoyl)-6,6-dimethyl-3-azabicyclo[3.1.0]hexane-2-carboxylate CC([C@@H](C(=O)N1[C@@H]([C@H]2C([C@H]2C1)(C)C)C(=O)OC)NC=1SC=C(N1)C)(C)C